2-(morpholinomethyl)-7-(1H-pyrazol-5-yl)pyrrolo[1,2-a]quinoxalin-4-amine O1CCN(CC1)CC=1C=C2N(C3=CC=C(C=C3N=C2N)C2=CC=NN2)C1